N1=C(C=CC=C1)C1CC=NN1 5-(pyridin-2-yl)-4,5-dihydro-1H-pyrazol